6-(5-(2-(azetidin-3-yl)ethyl)-3-isopropyl-1H-indol-2-yl)-8-methoxy-[1,2,4]triazolo[1,5-a]pyridine N1CC(C1)CCC=1C=C2C(=C(NC2=CC1)C=1C=C(C=2N(C1)N=CN2)OC)C(C)C